6-fluoro-3-(4-pyridyl)-1,2-benzisoxazole FC1=CC2=C(C(=NO2)C2=CC=NC=C2)C=C1